(S)-7-(3-chlorophenyl)-4-(2-methylpiperazin-1-yl)-5-(pyridin-2-yl)-7H-pyrrolo[2,3-d]pyrimidine ClC=1C=C(C=CC1)N1C=C(C2=C1N=CN=C2N2[C@H](CNCC2)C)C2=NC=CC=C2